N-(1-(Imidazo[1,2-a]pyrazin-3-carbonyl)indolin-6-yl)-3-(4-methyl-1H-imidazol-1-yl)-5-(trifluoromethyl)benzamid N=1C=C(N2C1C=NC=C2)C(=O)N2CCC1=CC=C(C=C21)NC(C2=CC(=CC(=C2)C(F)(F)F)N2C=NC(=C2)C)=O